NC1=NC=CC=C1C1=NC=2C(=NC(=CC2)C2=CC=CC=C2)N1C1=CC=C(CN2CCC(CC2)OC2=C(C=O)C(=CC=C2)OC)C=C1 2-((1-(4-(2-(2-aminopyridin-3-yl)-5-phenyl-3H-imidazo[4,5-b]pyridin-3-yl)benzyl)piperidin-4-yl)oxy)-6-methoxybenzaldehyde